2,6'-diisopropyloxy-1,1'-biphenyl C(C)(C)OC1=C(C=CC=C1)C1=CC=CC=C1OC(C)C